FC1(CCC(CC1)OC([C@@H](N)C)=O)F L-alanine 4,4-difluorocyclohexyl ester